1,1-bis(4-hydroxy-phenyl)cyclohexane OC1=CC=C(C=C1)C1(CCCCC1)C1=CC=C(C=C1)O